C(C)(=O)OOC1=NN(C(=C1CC)C1=CC(=C(C=C1)OC)OC)C1=CC=C(C=C1)F Ethyl-{[5-(3,4-dimethoxyphenyl)-1-(4-fluorophenyl)-1H-pyrazol-3-yl] oxy} acetat